2-Amino-1-(3-methoxy-2,6-dimethylphenyl)-5-methyl-1H-pyrrolo[3,2-H]isoquinoline-3-carboxamide NC1=C(C=2C=C(C=3C=CN=CC3C2N1C1=C(C(=CC=C1C)OC)C)C)C(=O)N